[Ca].[Na] Sodium-Calcium